N1(N=CN=C1)C1=CC(=NC=C1)NC1=CC(=NN1C(C)(C)C)[C@@H]1C[C@@H](CC1)N(C([O-])=O)C(C)C (1R,3S)-3-(5-((4-(1H-1,2,4-triazol-1-yl)pyridin-2-yl)amino)-1-(tert-butyl)-1H-pyrazol-3-yl)cyclopentylisopropylcarbamate